11-((triisopropylsilyl)oxy)undecaldehyde C(C)(C)[Si](OCCCCCCCCCCC=O)(C(C)C)C(C)C